ClC=1C=C(C=C(C1F)Cl)C1(CC(=NO1)N1CC2=C(C1)C=C(S2)C(=O)NCCC(C)C)C(F)(F)F 5-(5-(3,5-dichloro-4-fluorophenyl)-5-(trifluoromethyl)-4,5-dihydroisoxazol-3-yl)-N-isopentyl-5,6-dihydro-4H-thieno[2,3-c]pyrrole-2-carboxamide